C(C(=C)C)(=O)OC(C)CCC(CCCC)=O nonan-5-on-2-yl methacrylate